[C@@H]1([C@@H]([C@H](O[C@H]([C@H]1O)O)C(=O)[O-])O)O The molecule is a polyanionic polymer obtained by global deprotonation of all the carboxy groups of (1->4)-beta-D-mannuronic acid; major species at pH 7.3. It is a carbohydrate acid anion and a polysaccharide acid oxoanion. It is a conjugate base of a poly[(1->4)-beta-D-mannuronic acid].